tetrahydropyrazolo[1,5-a]pyrimidine C1CNN2C1N=CC=C2